CC(C)(CC)C1=CC=CC=2C=C(OC21)CO 7-(2-Methylbutan-2-yl)benzofuran-2-ylmethanol